2-(3-(5-chloro-2-(difluoromethoxy)phenyl)-5-(pyrazolo[1,5-a]pyrimidin-3-yl)-1H-pyrazolo[3,4-b]pyridin-1-yl)-N,N-dimethylacetamide ClC=1C=CC(=C(C1)C1=NN(C2=NC=C(C=C21)C=2C=NN1C2N=CC=C1)CC(=O)N(C)C)OC(F)F